N-((6-(8-oxa-3-azabicyclo[3.2.1]oct-3-yl)-4-(3-oxa-8-azabicyclo[3.2.1]oct-8-yl)pyridazin-3-yl)methyl)-1H-pyrazole-5-carboxamide C12CN(CC(CC1)O2)C2=CC(=C(N=N2)CNC(=O)C2=CC=NN2)N2C1COCC2CC1